C(C1=CC=CC=C1)N1CCC(CC1)(N)C=1C=NC(=CC1)Cl 1-benzyl-4-(6-chloro-3-pyridinyl)piperidin-4-amine